2-(5-methoxy-1-benzofuran-2-yl)-3-(methylamino)imidazo[1,2-a]pyridine-6-carbonitrile COC=1C=CC2=C(C=C(O2)C=2N=C3N(C=C(C=C3)C#N)C2NC)C1